C(C)N(C=1C=C2OC=3C=C(C(=CC3C3(C2=CC1)OC(C1=CC=CC=C13)=O)NC1=CC=CC=C1)C)CC(C)C 6'-(ethylisobutylamino)-2'-anilino-3'-methylspiro[isobenzofuran-1(3H),9'-[9H]xanthen]-3-on